C(C)(=O)NC1=CC=C(S1)[C@@H]1N(C[C@H](CC1)C)C(C(=O)NC=1C=NC(=C(C1)C)N)=O 2-[(2R,5S)-2-(5-Acetamido-2-thienyl)-5-methyl-1-piperidyl]-N-(6-amino-5-methyl-3-pyridyl)-2-oxo-acetamide